P(=O)(OC(C)(C)C)(OC(C)(C)C)OCN1C(=CC2=CC(=C(C=C12)F)F)C(N(C)[C@@H]1COCC=2NC(C=3C=C(C(=CC3C21)F)F)=O)=O (S)-di-tert-butyl ((2-((8,9-difluoro-6-oxo-1,4,5,6-tetrahydro-2H-pyrano[3,4-c]isoquinolin-1-yl) (methyl) carbamoyl)-5,6-difluoro-1H-indol-1-yl) methyl) phosphate